C(CCCCCCCCCCC)C1=[N+](C=CC=C1)CCCCCCCCCCCC lauryl-(dodecyl)pyridinium